C(C1=CC=CC=C1)OC1=C(OC=CC1=O)C=NO 3-(benzyloxy)-4-keto-4H-pyran-2-carbaldehyde oxime